COC1=CC=C(C=C1)C1C(C1)(C(=O)O)C(=O)O 2-(4-methoxyphenyl)cyclopropane-1,1-dicarboxylic acid